FC(C(O)(F)F)(CC)F tetrafluorobutanol